tert-butyl (2-(3-(2-(benzyloxy)phenoxy)pyridin-2-yl)-2-hydroxyethyl)carbamate C(C1=CC=CC=C1)OC1=C(OC=2C(=NC=CC2)C(CNC(OC(C)(C)C)=O)O)C=CC=C1